ClC1=C(C=CC=2N=C(SC21)C)C2=NNC1=NC(=CN=C12)N1C[C@H]2C([C@H]2C1)(C1=NN(C=C1)C)CN ((1R,5S,6r)-3-(3-(7-chloro-2-methylbenzo[d]thiazol-6-yl)-1H-pyrazolo[3,4-b]pyrazin-6-yl)-6-(1-methyl-1H-pyrazol-3-yl)-3-azabicyclo[3.1.0]hexan-6-yl)methanamine